ClC=1C=C(C=O)C=CC1OCC(=C)Cl 3-CHLORO-4-[(2-CHLOROPROP-2-EN-1-YL)OXY]BENZALDEHYDE